6-(((1-(fluoromethyl)cyclobutyl)amino)methyl)-4-(trifluoromethyl)isoindolin-1-one FCC1(CCC1)NCC1=CC(=C2CNC(C2=C1)=O)C(F)(F)F